COCOC1=C(C=C(C=C1)C)C(CC1=NC=CC=C1)(C=1SC=CC1)O 2-(2-(2-methoxymethoxy-5-methylphenyl)-2-hydroxy-2-(2-thienyl)ethyl)-pyridine